(1r,2s)-1-amino-1-(4-chloropyridin-2-yl)but-3-en-2-ol dihydrochloride Cl.Cl.N[C@@H]([C@H](C=C)O)C1=NC=CC(=C1)Cl